(5-fluoro-2-(methoxymethoxy)phenyl)(p-tolyl)methanone FC=1C=CC(=C(C1)C(=O)C1=CC=C(C=C1)C)OCOC